CN1CC(CC1)C#CC1=CC(=CC=C1)B1OC(C(O1)(C)C)(C)C 1-methyl-3-((3-(4,4,5,5-tetramethyl-1,3,2-dioxaborolan-2-yl)phenyl)ethynyl)pyrrolidine